O1COC2=C1C=CC=C2CNCC2=CSC(=C2)C2=CC=CC=C2 1-(1,3-benzodioxol-4-yl)-N-[(5-phenyl-3-thienyl)methyl]methylamine